formamide iodonium salt [IH2+].C(=O)[NH-]